4-(3-((4-(1H-imidazol-4-yl)phenoxy)methyl)phenyl)morpholine N1C=NC(=C1)C1=CC=C(OCC=2C=C(C=CC2)N2CCOCC2)C=C1